C[Si](CCOCN1N=NC2=C1C=C(C=C2)COCC(=O)OC(C)(C)C)(C)C tert-butyl 2-[(3-{[2-(trimethylsilyl)ethoxy]methyl}-1,2,3-benzotriazol-5-yl)methoxy]acetate